COC=1C2=C(N=CN1)N(C=C2C2=CC=C(C=C2)OC2=CC=CC=C2)C2CCC1(OCCO1)CC2 4-methoxy-5-(4-phenoxyphenyl)-7-(1,4-dioxaspiro[4.5]dec-8-yl)-7H-pyrrolo[2,3-d]pyrimidine